FC1=CC(=C(C=C1)N1CN(C(C2=CC=C(C=C12)OC(F)(F)F)=O)C1=C(NC(C=C1)=O)C)C(C)C 1-(4-fluoro-2-isopropylphenyl)-3-(2-methyl-6-oxo-1,6-dihydropyridin-3-yl)-7-(trifluoromethoxy)-2,3-dihydroquinazolin-4(1H)-one